N1(CCC1)C1=NC2=C(N1)C(=CC=C2C(=O)N2CCC=1N(N=C3CCN(C[C@H]2C13)C(C=C)=O)C1=CC=C(C=C1)C(C)C)Br |r| (rac)-1-(5-(2-(azetidin-1-yl)-7-bromo-1H-benzo[d]imidazole-4-carbonyl)-2-(4-isopropylphenyl)-2,3,4,5,5a,6,8,9-octahydro-7H-1,2,5,7-tetraazabenzo[cd]azulen-7-yl)prop-2-en-1-one